ClC1=CC=C(C=N1)NC1=NC=CC2=CC(=CC=C12)OC[C@](C(F)(F)F)(O)C (R)-3-((1-((6-chloropyridin-3-yl)amino)isoquinolin-6-yl)oxy)-1,1,1-trifluoro-2-methylpropan-2-ol